2-((1-(5-(4,4-dimethylpiperidin-1-yl)-9-methyl-[1,2,4]triazolo[1,5-c]quinazolin-7-yl)ethyl)amino)benzoic acid CC1(CCN(CC1)C1=NC=2C(=CC(=CC2C=2N1N=CN2)C)C(C)NC2=C(C(=O)O)C=CC=C2)C